FC=1C=NN(C1)C1=CC=C(C=N1)CNC(=O)N1C=C(C=C1)B1OC(C(O1)(C)C)(C)C N-((6-(4-fluoro-1H-pyrazol-1-yl)pyridin-3-yl)methyl)-3-(4,4,5,5-tetramethyl-1,3,2-dioxaborol-2-yl)-1H-pyrrole-1-carboxamide